C1=CC=CC=2C3=CC=CC=C3N(C12)C=1C=C(C=CC1)C=1C=CC2=C(C1)C=1C(=NC=3C4=C(C5=C(C3N1)C=CC=C5)C=CC=C4)O2 13-[3-(9H-carbazol-9-yl)phenyl]dibenzo[f,H][1]benzofuro[2,3-b]quinoxaline